[1-[2-[[5-(4,4,5,5-tetramethyl-1,3,2-dioxaborolan-2-yl)furan-2-carbonyl]amino]-4-(trifluoromethyl)phenyl]-4-piperidyl] acetate C(C)(=O)OC1CCN(CC1)C1=C(C=C(C=C1)C(F)(F)F)NC(=O)C=1OC(=CC1)B1OC(C(O1)(C)C)(C)C